N[13C@@H]([13CH2][13CH2][13C](N)=O)[13C](=O)O Glutamine-13C5